C1=CC=CC=2C3=CC=CC=C3C(C12)COC(=O)N[C@H](C(=O)O)CC1=C(C=CC(=C1)Cl)C=1C=NN(C1)C(F)(F)F (S)-2-((((9H-fluoren-9-yl)methoxy)carbonyl)amino)-3-(5-chloro-2-(1-(trifluoromethyl)-1H-pyrazol-4-yl)phenyl)propanoic acid